C1C(C(C)=C)O1 isoprene monooxide